N-(9-fluorenylmethoxycarbonyl-oxy)succinimide C1=CC=CC=2C3=CC=CC=C3C(C12)COC(=O)ON1C(CCC1=O)=O